N1C(CC=C(C1)C(=O)N)C=1C=NC=CC1 1,2,3,6-tetrahydro-[2,3'-bipyridine]-5-carboxamide